(E)-3-(4-bromophenyl)-1-(4-(6-methoxypyridin-3-yl)piperazin-1-yl)prop-2-en-1-one Ammonium carbonate salt C([O-])([O-])=O.[NH4+].BrC1=CC=C(C=C1)/C=C/C(=O)N1CCN(CC1)C=1C=NC(=CC1)OC.[NH4+]